N-(6-amino-5-methylpyridin-3-yl)-2-((2S,5R)-2-(3,5-dichlorophenyl)-5-methyl-4-(1-(trifluoromethyl)cyclopropanecarbonyl)piperazin-1-yl)-2-oxoacetamide NC1=C(C=C(C=N1)NC(C(=O)N1[C@H](CN([C@@H](C1)C)C(=O)C1(CC1)C(F)(F)F)C1=CC(=CC(=C1)Cl)Cl)=O)C